5-((2,3-Difluoro-6-(2-morpholinothiazol-4-yl)phenoxy)methyl)-1-oxoisoindoline FC1=C(OCC=2C=C3CNC(C3=CC2)=O)C(=CC=C1F)C=1N=C(SC1)N1CCOCC1